OC1(CC(C1)C(F)(F)F)C(=O)N hydroxy-3-(trifluoromethyl)cyclobutane-1-carboxamide